[Na].C(C(=C)C)(=O)OC methyl methacrylate, sodium salt